C(C)(C)(C)OC(=O)C1=CC=C(C=N1)CN1C[C@H]2C([C@H]2C1)C(=O)OC methyl (1R,5S,6R)-3-{[6-(tert-butoxycarbonyl) pyridin-3-yl] methyl}-3-azabicyclo[3.1.0]hexane-6-carboxylate